C(C)(C)(C)OC1=CC(=C(C=C1)CNC(=O)[C@H]1N(C[C@@H](C1)O)C([C@H](C(C)(C)C)N1N=NC(=C1)C1CC1)=O)C(F)(F)F (2S,4r)-N-[[4-tert-butoxy-2-(trifluoromethyl)phenyl]methyl]-1-[(2S)-2-(4-cyclopropyltriazol-1-yl)-3,3-dimethyl-butyryl]-4-hydroxy-pyrrolidine-2-carboxamide